C[N+](CC1=CC=C(C=C1)NC(C(=C)C)=O)(C)C N,N,N-Trimethyl-4-[(2-methyl-1-oxo-2-propen-1-yl)amino]benzenemethanaminium